N-(tert-butyloxycarbonyl)-β-alanine C(C)(C)(C)OC(=O)NCCC(=O)O